N-heptyl-2,4-dimethylthiazolium C(CCCCCC)[N+]1=C(SC=C1C)C